The molecule is a D-alpha-amino acid zwitterion arising from the transfer of a proton from the carboxy to the amino group of D-leucine; major species at pH 7.3. It is a tautomer of a D-leucine. CC(C)C[C@H](C(=O)[O-])[NH3+]